CC1=C(C(=CC=C1)C)C=1C=C(C=NC1)[C@H](CC(=O)O)NC(C(C(CC)C)N1C(C=C(C=C1)C)=O)=O (3S)-3-(5-(2,6-dimethylphenyl)pyridin-3-yl)-3-(3-methyl-2-(4-methyl-2-oxopyridin-1(2H)-yl)pentanamido)propanoic acid